(R)-2-((4,5-difluoro-2-hydroxyphenyl)(1H-indol-2-yl)methyl)isoindolin-1-one FC1=CC(=C(C=C1F)[C@@H](N1C(C2=CC=CC=C2C1)=O)C=1NC2=CC=CC=C2C1)O